2,4-dichloro-5-fluoro-6-(thien-2-yl)pyrimidine methyl-(E)-but-2-enoate COC(\C=C\C)=O.ClC1=NC(=C(C(=N1)Cl)F)C=1SC=CC1